ClC=1C=CC(=NC1)C1(OC2=C(O1)C=CC=C2C=2CCN(CC2)[C@@H](C)C2=NC1=C(N2C[C@H]2OCC2)C=C(C=C1)C(=O)OC)C methyl 2-((1S)-1-(4-(2-(5-chloropyridin-2-yl)-2-methylbenzo[d][1,3]dioxol-4-yl)-3,6-dihydropyridin-1(2H)-yl) ethyl)-1-(((S)-oxetan-2-yl) methyl)-1H-benzo[d]imidazole-6-carboxylate